4,6-Dichloro-5-(3,3-difluoropropyl)pyrimidin-2-amine ClC1=NC(=NC(=C1CCC(F)F)Cl)N